ClC=1C=C(C=CC1)C1=NOC(=N1)C1CCN(CC1)C(CC1=NC(=NO1)C)=O 1-(4-(3-(3-chlorophenyl)-1,2,4-oxadiazol-5-yl)piperidin-1-yl)-2-(3-methyl-1,2,4-oxadiazol-5-yl)ethan-1-one